BrC=1C=CC(=NC1)CNC(=O)C1N(C(CN(C1)S(=O)(=O)C1=CC=CC=C1)C)C(C(C)C)=O N-((5-bromopyridin-2-yl)methyl)-1-isobutyryl-6-methyl-4-(phenylsulfonyl)piperazine-2-carboxamide